C(C=C)(=O)N1[C@H](CN(CC1)C1=NC(=NC=2C[C@]3(CCC12)C=CC1=C(C=CC=C13)Cl)OC[C@H]1N(CCC1)C)CC#N 2-((S)-1-acryloyl-4-((R)-4-chloro-2'-(((S)-1-methylpyrrolidin-2-yl)methoxy)-5',8'-dihydro-6'H-spiro[indene-1,7'-quinazolin]-4'-yl)piperazin-2-yl)acetonitrile